BrC=1C=NN2C1C=C(C=C2)N(C(OC(C)(C)C)=O)CC tert-butyl N-(3-bromopyrazolo[1,5-a]pyridin-5-yl)-N-ethyl-carbamate